[Br].[Br].C(C)C1=CC=CC=C1 ethylbenzene dibromine